CC1(C(=C(NC1=O)C(=O)OC)C(=O)OC)C dimethyl 4,4-dimethyl-5-oxo-4,5-dihydro-1H-pyrrole-2,3-dicarboxylate